N[C@@H]1CCCCC2=C(N(C=C21)C)C(=O)NC2=CC(=C(C=C2)F)Cl |r| racemic-4-amino-N-(3-chloro-4-fluorophenyl)-2-methyl-2,4,5,6,7,8-hexahydrocyclohepta[c]pyrrole-1-carboxamide